C(C)(C)(C)C=1C=C(C=C(C1)C(C)(C)C)B(O)O 3,5-DI-T-BUTYLPHENYLBORONIC ACID